tert-Butyl 3-(3-bromophenoxy)pyrrolidine-1-carboxylate BrC=1C=C(OC2CN(CC2)C(=O)OC(C)(C)C)C=CC1